ClC1=CC=C(C(=O)N[C@@H](C(N[C@@H](CCCC2=CC=CC=C2)B2OC(C(O2)(C)C)(C)C)=O)COC)C=C1 4-chloro-N-((R)-3-methoxy-1-oxo-1-(((R)-4-phenyl-1-(4,4,5,5-tetramethyl-1,3,2-dioxaborolan-2-yl)butyl)amino)propan-2-yl)benzamide